ON1[C@@H]2C=C([C@H](N(C1=O)C2)C2=NN=C(O2)C(=O)N)C 5-[(2S,5R)-6-hydroxy-3-methyl-7-oxo-1,6-diazabicyclo[3.2.1]oct-3-en-2-yl]-1,3,4-oxadiazole-2-carboxamide